tert-butyl (6-((6-((4aR,8aR)-hexahydro-2H-pyrano[3,2-c]pyridin-6(5H)-yl)-2-methylpyridin-3-yl)amino) spiro[3.3]heptan-2-yl)carbamate O1CCC[C@@H]2CN(CC[C@H]21)C2=CC=C(C(=N2)C)NC2CC1(CC(C1)NC(OC(C)(C)C)=O)C2